NC=1C(=NON1)C=1N(C2=C(C(=NC=C2OC[C@@H]2CNCCC2)C#CC(C)(O)C)N1)CC 4-[2-(4-amino-1,2,5-oxadiazol-3-yl)-1-ethyl-7-[[(3S)-piperidin-3-yl]methoxy]imidazo[4,5-c]pyridin-4-yl]-2-methylbut-3-yn-2-ol